ClC1=C(N(N=C1C(F)(F)F)C1=CC(=CC=C1)C(N(C)C1=CC2=C(OC(O2)(F)F)C=C1)=O)COC1CC(C1)C(=O)O 3-[[4-chloro-2-[3-[(2,2-difluoro-1,3-benzodioxol-5-yl)-methyl-carbamoyl]phenyl]-5-(trifluoromethyl)pyrazol-3-yl]methoxy]cyclobutane-carboxylic acid